2-{[4-fluoro-3-(trifluoromethyl)phenyl]acetyl}-8,8-dimethyl-7-oxo-2-azaspiro[3.5]non-5-ene-6-carbonitrile FC1=C(C=C(C=C1)CC(=O)N1CC2(C1)C=C(C(C(C2)(C)C)=O)C#N)C(F)(F)F